O[C@@H]1[C@@H]2C[C@@H]([C@](C1)(C2(C)C)C)O (+)-(1R,2S,4R,5S)-5-hydroxyborneol